(2-amino-4-(trifluoromethoxy)phenyl)(3-(5-fluoro-1H-pyrrolo[2,3-b]pyridin-4-yl)-3-hydroxy-8-azabicyclo[3.2.1]octan-8-yl)methanone NC1=C(C=CC(=C1)OC(F)(F)F)C(=O)N1C2CC(CC1CC2)(O)C2=C1C(=NC=C2F)NC=C1